3-(((8-methyl-4-oxo-3,4-dihydroquinazolin-2-yl)methyl)thio)piperidine-1-carboxylic acid tert-butyl ester C(C)(C)(C)OC(=O)N1CC(CCC1)SCC1=NC2=C(C=CC=C2C(N1)=O)C